C(=O)C=1OC(=CC1)C=O 2,5-Di-formylfuran